O=C(CCCNC=1C=C(C(NC1)=O)C(F)(F)F)N1CCN(CC1)C1=NC=C(C=N1)C(F)(F)F 5-((4-oxo-4-(4-(5-(trifluoromethyl)pyrimidin-2-yl)piperazin-1-yl)butyl)amino)-3-(trifluoromethyl)pyridin-2(1H)-one